1,2'-binaphthalene C1(=CC=CC2=CC=CC=C12)C1=CC2=CC=CC=C2C=C1